(3S,4S)-1-allyl-4-{[5-(2,4-difluoro-phenyl)-isoxazole-3-carbonyl]-amino}-piperidine-3-carboxylic acid (1-pyrimidin-2-yl-cyclopropyl)-amide N1=C(N=CC=C1)C1(CC1)NC(=O)[C@H]1CN(CC[C@@H]1NC(=O)C1=NOC(=C1)C1=C(C=C(C=C1)F)F)CC=C